6-chloro-3-(((R)-1-(3,6-dimethyl-2-((S)-1-methyl-3,4-dihydroisoquinolin-2(1H)-yl)-4-oxo-3,4-dihydroquinazolin-8-yl)ethyl)amino)-N-(methylsulfonyl)picolinamide ClC1=CC=C(C(=N1)C(=O)NS(=O)(=O)C)N[C@H](C)C=1C=C(C=C2C(N(C(=NC12)N1[C@H](C2=CC=CC=C2CC1)C)C)=O)C